(R)-2-methyl-1-((S)-1-phenylethyl)piperidin-4-one C[C@H]1N(CCC(C1)=O)[C@@H](C)C1=CC=CC=C1